C1(=CC(=CC=C1)C1(CCNCC1)C(=O)OC)C methyl 4-(m-tolyl)piperidine-4-carboxylate